N-methyl[1,3]thiazolo[4,5-c]pyridin-2-amine hydrochloride Cl.CNC=1SC2=C(C=NC=C2)N1